4-bromo-1-(3-nitrophenyl)butan-1-one 1-(N-Methylsulfamoyl)azetidin-3-yl(7-fluoro-6-(8-methyl-2,3-dihydro-1H-pyrido[2,3-b][1,4]oxazin-7-yl)isoquinolin-3-yl)carbamate CNS(=O)(=O)N1CC(C1)N(C(O)=O)C=1N=CC2=CC(=C(C=C2C1)C1=C(C2=C(OCCN2)N=C1)C)F.BrCCCC(=O)C1=CC(=CC=C1)[N+](=O)[O-]